2-[2-[[2-(2-cyclopropyl-7-methyl-4-oxo-furo[2,3-d]pyridazin-5-yl)acetyl]amino]pyrimidin-5-yl]acetic acid C1(CC1)C1=CC2=C(C(=NN(C2=O)CC(=O)NC2=NC=C(C=N2)CC(=O)O)C)O1